3-((2-(6-ethylpyridin-3-yl)-8-methoxy-2,3-dihydrobenzo[b][1,4]dioxin-6-yl)methyl)-6-methoxy-3H-imidazo[4,5-b]pyridine C(C)C1=CC=C(C=N1)C1COC2=C(O1)C(=CC(=C2)CN2C=NC=1C2=NC=C(C1)OC)OC